ClC1=C(C=CC=C1)C1=C(C2=C(N=C(N=C2)NC2=C(C=C(C=C2)N(C)CCN(C)C)OC)N(C1=O)C)C#C 6-(2-chlorophenyl)-2-((4-((2-(dimethylamino)ethyl)(methyl)amino)-2-methoxyphenyl)amino)-5-ethynyl-8-methylpyrido[2,3-d]pyrimidin-7(8H)-one